FC1=C(C(=O)NC=2C=NC(=CC2C(NC2=CC(=C(C=C2)F)C(F)(F)F)=O)OC)C(=CC=N1)OC 2-fluoro-N-(4-((4-fluoro-3-(trifluoromethyl)phenyl)carbamoyl)-6-methoxypyridin-3-yl)-4-methoxynicotinamide